NC1=CC=C(C=C1)N(C1=CC=C(C=C1)C1=CC=C(C=C1)N(C)C1=CC=C(C=C1)N)C N4,N4'-bis-(4-aminophenyl)-N4,N4'-dimethylbiphenyl-4,4'-diamine